6-(1-isopropyl-1,2,3,6-tetrahydropyridin-4-yl)-2-methyl-8,9-dihydro-7H-cyclopenta[h]quinazolin-4-amine C(C)(C)N1CCC(=CC1)C=1C=C2C(=NC(=NC2=C2C1CCC2)C)N